(S)-6-(2-benzylaminobenzo[d]thiazol-6-yl)-N-(1-(4-fluorophenyl)ethyl)-2-methylquinazoline-4-carboxamide C(C1=CC=CC=C1)NC=1SC2=C(N1)C=CC(=C2)C=2C=C1C(=NC(=NC1=CC2)C)C(=O)N[C@@H](C)C2=CC=C(C=C2)F